2,2'-((2-heptyl-5,6-dimethoxy-3-methyl-1,4-phenylene)bis(oxy))bis(tetrahydro-2H-pyran) C(CCCCCC)C1=C(C(=C(C(=C1C)OC1OCCCC1)OC)OC)OC1OCCCC1